(5-(tert-butyl)isoxazol-3-yl)-3-(4-(7-methyl-6-(quinolin-3-yl)imidazo[1,2-a]pyridine-3-carbonyl)phenyl)urea C(C)(C)(C)C1=CC(=NO1)NC(=O)NC1=CC=C(C=C1)C(=O)C1=CN=C2N1C=C(C(=C2)C)C=2C=NC1=CC=CC=C1C2